3-(10-bromoanthracen-9-yl)-7-chlorodibenzofuran BrC1=C2C=CC=CC2=C(C2=CC=CC=C12)C=1C=CC2=C(OC3=C2C=CC(=C3)Cl)C1